O-methyl-benzoic acid COC(C1=CC=CC=C1)=O